N-(2-bromo-5-chlorobenzyl)-2-methylpropane-2-sulfinamide BrC1=C(CNS(=O)C(C)(C)C)C=C(C=C1)Cl